O=C1NC2=CC=NC=C2C=C1C(=O)N 2-oxo-1,2-dihydro-1,6-naphthyridine-3-carboxamide